2-[6-chloro-2-(6-methyl-2-pyridyl)pyrazolo[1,5-a]pyridin-3-yl]-7-(1H-pyrazol-4-yl)-1,5-naphthyridine ClC=1C=CC=2N(C1)N=C(C2C2=NC1=CC(=CN=C1C=C2)C=2C=NNC2)C2=NC(=CC=C2)C